tert-butyl (3S)-3-methyl-5-oxo-morpholine-4-carboxylate C[C@@H]1N(C(COC1)=O)C(=O)OC(C)(C)C